CC1(CCC=[N+]1[O-])C The molecule is a member of the class of 1-pyrroline nitrones (1-pyrroline N-oxides) resulting from the formal N-oxidation of 5,5-dimethyl-1-pyrroline. Used as a spin trap for the study of radicals formed by enzymatic acetaldehyde oxidation. It has a role as a neuroprotective agent and a spin trapping reagent.